[2-(2,6-dioxo-3-piperidyl)-3-oxo-isoindolin-5-yl]boronic acid O=C1NC(CCC1N1CC2=CC=C(C=C2C1=O)B(O)O)=O